C(C)C=1N(C=2N(C(C1N1C3CCC3N(CC1)C(=O)C1=NC=NC(=C1O)C)=O)N=C(N2)C2=CC=1N(C=C2)N=CC1)CC(=O)N 2-(5-ethyl-6-(5-(5-hydroxy-6-methylpyrimidine-4-carbonyl)-2,5-diazabicyclo[4.2.0]octan-2-yl)-7-oxo-2-(pyrazolo[1,5-a]pyridin-5-yl)-[1,2,4]triazolo[1,5-a]pyrimidin-4(7H)-yl)acetamide